[Si](C)(C)(C(C)(C)C)OCC#CC1(CC1)O 1-[3-[tert-butyl(dimethyl)silyl]oxyprop-1-ynyl]cyclopropanol